CCC1=CC2=C(C=CC2=C(C=C1)C)C Chamazulen